C(C)(C)(C)OC(=O)N1[C@@H](C[C@H](C1)N)CN1N=CC=C1 (2S,4R)-2-((1H-pyrazol-1-yl)methyl)-4-aminopyrrolidine-1-carboxylic acid tert-butyl ester